(2R,3S,4s,5R,6S)-2,6-bis(aminomethyl)tetrahydro-2H-pyran-3,4,5-triol NC[C@H]1O[C@H]([C@@H](C([C@@H]1O)O)O)CN